7-acetoxy-8-methoxy-3-(2-nitrophenyl)carbostyril C(C)(=O)OC1=CC=C2C=C(C(NC2=C1OC)=O)C1=C(C=CC=C1)[N+](=O)[O-]